(4-amino-7-chloro-1,3-dihydrofuro[3,4-c]quinolin-8-yl)((3R,5S)-3-methyl-5-(4-(trifluoromethoxy)phenyl)-4-morpholinyl)methanone NC1=NC=2C=C(C(=CC2C2=C1COC2)C(=O)N2[C@@H](COC[C@@H]2C2=CC=C(C=C2)OC(F)(F)F)C)Cl